6,6-difluoro-N-(7-methoxy-4-(1-methyl-3-phenyl-1H-pyrazol-4-yl)pyrido[3,2-d]pyrimidin-6-yl)-3-azabicyclo[3.1.0]hexane-1-carboxamide FC1(C2CNCC12C(=O)NC=1C(=CC=2N=CN=C(C2N1)C=1C(=NN(C1)C)C1=CC=CC=C1)OC)F